1-((3S,4R)-4-(3,4-difluorophenyl)-1-(2-methoxyethyl)pyrrolidin-3-yl)-3-(4-methyl-3-(1-methyl-1H-1,2,4-triazol-3-yl)-1-phenyl-1H-pyrazol-5-yl)urea FC=1C=C(C=CC1F)[C@H]1[C@@H](CN(C1)CCOC)NC(=O)NC1=C(C(=NN1C1=CC=CC=C1)C1=NN(C=N1)C)C